C1(CC1)CN1C(=CC=2C1=NC(=CC2)N2C(CCC2)C=2C=NC=CC2)C2=NC1=C(N2C)C(=CC(=C1)C(=O)N1C2CCC(C1)[C@H]2N)OC (7R)-2-{2-[1-(cyclopropylmethyl)-6-[2-(pyridin-3-yl)pyrrolidin-1-yl]-1H-pyrrolo[2,3-b]pyridin-2-yl]-7-methoxy-1-methyl-1H-1,3-benzodiazole-5-carbonyl}-2-azabicyclo[2.2.1]heptan-7-amine